ClC=1N=C(C=2N(C=3C=CC=CC3C2N1)CC(F)(F)F)Cl 2,4-dichloro-5-(2,2,2-trifluoroethyl)pyrimido[5,4-b]indol